5-Pentadeca-1,3,5-trienylbenzene-1,3-diol C(=CC=CC=CCCCCCCCCC)C=1C=C(C=C(C1)O)O